{6-[(4-{2-[(R)-2-methoxy-1-methylethylamino]-6-(m-cyanophenyl)-4-pyrimidinyl}-1H-1,2,3-triazol-1-yl)methyl]-2-pyridinyl}-3-methylbutanoic acid COC[C@@H](C)NC1=NC(=CC(=N1)C=1N=NN(C1)CC1=CC=CC(=N1)C(C(=O)O)C(C)C)C1=CC(=CC=C1)C#N